L-4-octyl-itaconic acid CCCC(CCCC)C=C(C(=O)O)CC(=O)O